N-(4-(tert-butyl)phenyl)phenanthren-9-amine C(C)(C)(C)C1=CC=C(C=C1)NC=1C2=CC=CC=C2C=2C=CC=CC2C1